(+/-)-N-{[5-(4-{[(3R,4S)-3-fluoro-1-methylpiperidin-4-yl]amino}-1-(2,2,2-trifluoroethyl)-1H-indol-2-yl)-1,2,4-oxadiazol-3-yl]methyl}thiophene-3-carboxamide F[C@@H]1CN(CC[C@@H]1NC1=C2C=C(N(C2=CC=C1)CC(F)(F)F)C1=NC(=NO1)CNC(=O)C1=CSC=C1)C |r|